1-((2-((5-(5-methyl-1H-pyrazol-4-yl)thiazolo-[5,4-b]pyridin-2-yl)-amino)pyridin-4-yl)-methyl)pyrrolidin-3-ol CC1=C(C=NN1)C1=CC=C2C(=N1)SC(=N2)NC2=NC=CC(=C2)CN2CC(CC2)O